C(C)C(COC(CCC(=O)OCC(CCCC)CC)=O)CCCC.C(CCCCC(=O)OCC(CCCC)CC)(=O)OCC(CCCC)CC di-(2-ethylhexyl) adipate di-(2-ethylhexyl)succinate